(S)-1-(4-(trifluoromethoxy)phenyl)ethylamine FC(OC1=CC=C(C=C1)[C@H](C)N)(F)F